Tetrahydro-β-carboline-3-carbohydrazide C1NC(CC=2C3=CC=CC=C3NC12)C(=O)NN